Methyl (R)-2-((R)-2-(benzyloxy)-1-((tert-butyldimethylsilyl)oxy)ethyl)oxirane-2-carboxylate C(C1=CC=CC=C1)OC[C@@H](O[Si](C)(C)C(C)(C)C)[C@@]1(OC1)C(=O)OC